4-(hydroxymethyl)pyrrolidine-1-carboxylate OCC1CCN(C1)C(=O)[O-]